COC=1N(C2=C(C=NC(=C2)N2CCOCC2)N1)C(=O)NCCCC1=CC=CC=C1 2-methoxy-6-morpholino-N-(3-phenylpropyl)-1H-imidazo[4,5-c]Pyridine-1-carboxamide